tert-butyl (3S)-3-methyl-4-(6-nitropyridin-3-yl)piperazine-1-carboxylate C[C@H]1CN(CCN1C=1C=NC(=CC1)[N+](=O)[O-])C(=O)OC(C)(C)C